C(#N)C(C)(C)C1=CCN(C=C1)C1=CC(=C(C=C1)F)C=1C=NC2=CC(=NC=C2C1)N(C)CC1=CC=C(C=C1)OC 4-(2-cyanoprop-2-yl)-N-(4-fluoro-3-(7-((4-methoxybenzyl)(methyl)amino)-1,6-naphthyridin-3-yl)phenyl)pyridine